C(C1CO1)OCC(COCC1CO1)(C)C neopentylene glycol diglycidyl ether